CN1C(=NC=C1C1=C2C=CNC(C2=CC=C1)=O)C(=O)NC1=CC(=NC=C1)C(F)(F)F 1-methyl-5-(1-oxo-1,2-dihydroisoquinolin-5-yl)-N-(2-(trifluoromethyl)pyridin-4-yl)-1H-imidazole-2-carboxamide